ClC=1C(=C(C=CC1)NC1=NC=NC2=CC(=C(C=C12)[N+](=O)[O-])C#CC1(CNC1)C)F N-(3-chloro-2-fluorophenyl)-7-((3-methylazetidin-3-yl)ethynyl)-6-nitroquinazolin-4-amine